Ethyl-2-bromo-4-chloroaniline C(C)NC1=C(C=C(C=C1)Cl)Br